ethyl 2-((6-bromobenzo[d]oxazol-2-yl) amino)-1-methyl-1H-benzo[d]imidazole-5-carboxylate BrC1=CC2=C(N=C(O2)NC2=NC3=C(N2C)C=CC(=C3)C(=O)OCC)C=C1